O1CCCC2=CC(=CC=C12)NC(C)=O N-(chroman-6-yl)acetamide